C1(CC1)C1=C(C(=NO1)C1=C(C=NC=C1Cl)Cl)C1=CC2(C1)CCN(CC2)C=2SC1=C(N2)C(=CC(=C1)C(=O)N)F 2-(2-(5-cyclopropyl-3-(3,5-dichloropyridin-4-yl)isoxazol-4-yl)-7-azaspiro[3.5]non-1-en-7-yl)-4-fluorobenzo[d]thiazole-6-carboxamide